C(C)(C)(C)OC(=O)N1C(CC=CC1)C1=CC=C(C=C1)[N+](=O)[O-] (4-nitrophenyl)-3,6-dihydropyridine-1(2H)-carboxylic acid tert-butyl ester